ClC=1C(=C(C(=O)N)C=CC1)I chloroiodobenzamide